FC=1C=C(C=NC1)OCCN(CC[C@@H](C(=O)O)NC1=NC(=NC(=C1)C)C1=CC=NC=C1)CCCCC1=NC=2NCCCC2C=C1 (S)-4-((2-((5-fluoropyridin-3-yl)oxy)ethyl)(4-(5,6,7,8-tetrahydro-1,8-naphthyridin-2-yl)butyl)amino)-2-((6-methyl-2-(pyridin-4-yl)pyrimidin-4-yl)amino)butanoic acid